C1(CCCC1)N1C2=NC(=NC=C2N=C1NC1=CC=CC=C1)NC1=CC=C(C=C1)N1CCC(CC1)N1CCN(CC1)CC1=CC(=C2C(N(C(C2=C1)=O)C1C(NC(CC1)=O)=O)=O)F 6-((4-(1-(4-((9-cyclopentyl-8-(phenylamino)-9H-purin-2-yl)amino)phenyl)piperidin-4-yl)piperazin-1-yl)methyl)-2-(2,6-dioxopiperidin-3-yl)-4-fluoroisoindoline-1,3-dione